FC1=C(O[C@@H]2CN(CC2)C(=O)OC(C)(C)C)C=CC(=C1)[N+](=O)[O-] tert-butyl (3S)-3-(2-fluoro-4-nitro-phenoxy)pyrrolidine-1-carboxylate